BrC1=CC=C(S1)CC1(C2=NCN([C@H]3[C@H](O)[C@H](O)[C@@H](CO)O3)C2=NC=N1)N 6-[(5-bromothiophen-2-yl)methyl]adenosine